BrC(C(=O)NC1=NC=C(C=C1)OCC1CC1)C 2-bromo-N-(5-(cyclopropylmethoxy)pyridin-2-yl)propionamide